2-Methyl-N-{1-oxo-1-[(2-oxo-spiro[1H-indole-3,4'-oxane]-6-yl)amino]-3-phenylpentan-2-yl}pyrazole-3-carboxamide CN1N=CC=C1C(=O)NC(C(NC1=CC=C2C(=C1)NC(C21CCOCC1)=O)=O)C(CC)C1=CC=CC=C1